NC1=NC(=C(C(=O)OC)C(=C1)Cl)O[C@@H]1CN(CC1)C(=O)OC(C)(C)C methyl (S)-6-amino-2-((1-(tert-butoxycarbonyl)pyrrolidin-3-yl)oxy)-4-chloronicotinate